3-(methoxy (methyl) phosphoryl)-1-cyanopropyl acetate C(C)(=O)OC(CCP(=O)(C)OC)C#N